FC1=C2C(N(C(=NC2=CC=C1)NN)CCC1=CC=CC=C1)=O Fluoro-2-hydrazineyl-3-phenethylquinazolin-4(3H)-one